BrC1=CC=2C(N=C1)=NN(C2)C2=C(C(=CC=C2)OC)Cl 5-bromo-2-(2-chloro-3-methoxyphenyl)-2H-pyrazolo[3,4-b]pyridine